ClC1=C(C=CC=2C(N3[C@@H](CNC21)CN(CC3)C(C=C)=O)=O)C3=C2C=NNC2=CC=C3C (12aS)-10-Chloro-9-(5-methyl-1H-indazol-4-yl)-2-(prop-2-enoyl)-1,3,4,11,12,12a-hexahydropyrazino[2,1-c][1,4]benzodiazepin-6(2H)-one